C1(=CC(=CC=C1)CS(=O)(=O)NC1=C(C(=C(C=C1F)OC1=NC=CC=C1C1=NC(=NC=C1)N[C@@H]1CNC[C@H](C1)F)F)F)C 1-m-tolyl-N-(2,3,6-trifluoro-4-((3-(2-(((3S,5S)-5-fluoropiperidin-3-yl)amino)pyrimidin-4-yl)pyridin-2-yl)oxy)phenyl)methanesulfonamide